N,N-Diethyl-2-[2-(4-methoxyphenyl)-5,7-dimethylpyrazolo[1,5-a]pyrimidin-3-yl]acetamide C(C)N(C(CC=1C(=NN2C1N=C(C=C2C)C)C2=CC=C(C=C2)OC)=O)CC